FC1=CC=CC(=C1)C1=CC(=C(C=C1)C1=CC=C(C=C1)CCC)F 2-fluoro-4-[3-fluoro-4-(4-propylphenyl)phenyl]benzene